N(C1=CC=CC=C1)/C(/C(=O)[O-])=C\C anilinocrotonate